CC1=NOC(=C1NC(=O)C=1C=NOC1C)C N-(3,5-dimethylisoxazol-4-yl)-5-methylisoxazole-4-carboxamide